C1(CCCCC1)C1(NC(=NC=C1C=1C=NN(C1)C)NC=1SC=CN1)N 4-cyclohexyl-5-(1-methyl-1H-pyrazol-4-yl)-N2-(thiazol-2-yl)pyrimidine-2,4-diamine